BrC=1C(=NNC1C)N1C(CNCC1)(C)C 1-(4-bromo-5-methyl-1H-pyrazol-3-yl)-2,2-dimethylpiperazine